1-(2-(6-chloroimidazo[1,2-a]pyridin-3-yl)pyrimidin-4-yl)-5-(3-methyl-1H-pyrazol-4-yl)piperidin-3-ol ClC=1C=CC=2N(C1)C(=CN2)C2=NC=CC(=N2)N2CC(CC(C2)C=2C(=NNC2)C)O